BrN1C(C(C2=CC=CC=C12)(F)F)=O bromo-3,3-difluoroindolin-2-one